2-bromo-N-(5-(pyridin-2-ylmethyl)pyridin-2-yl)propionamide BrC(C(=O)NC1=NC=C(C=C1)CC1=NC=CC=C1)C